(2,2-diphenylpropyl)-2,2,2-trifluoroacetamide C1(=CC=CC=C1)C(CNC(C(F)(F)F)=O)(C)C1=CC=CC=C1